[(1S,3S)-3-fluoro-4-oxocyclohexyl] benzoate C(C1=CC=CC=C1)(=O)O[C@@H]1C[C@@H](C(CC1)=O)F